3-(5-(((1S,2S)-2-(3-(oxetan-3-yl)azetidin-1-yl)cyclohex-yl)oxy)-1-oxoisoindolin-2-yl)piperidine-2,6-dione O1CC(C1)C1CN(C1)[C@@H]1[C@H](CCCC1)OC=1C=C2CN(C(C2=CC1)=O)C1C(NC(CC1)=O)=O